CC=1C=CC=C2C(C(=CNC12)C(=O)Cl)=O 8-methyl-1,4-dihydro-4-oxo-3-quinolinecarboxylic acid chloride